N(=C=O)C1CC(C1)N=C=O 1,3-diisocyanato-cyclobutane